C(CCCCCC(C)C)C1(CCC(CC1)CCCCC)CCCCCCC(C)C diisononyl(n-pentyl)cyclohexane